(±)-ethyl 5-chloro-6-((2-oxooxazolidin-5-yl)methoxy)-1H-indole-2-carboxylate ClC=1C=C2C=C(NC2=CC1OC[C@H]1CNC(O1)=O)C(=O)OCC |r|